C(C)(=O)N1NC(=CC1C(=O)N1C[C@@H]2C[C@@H]2C1)C(C)C (1R,5S,6r)-N'-acetyl-3-[(5-isopropyl-1H-pyrazol-3-yl)carbonyl]-3-azabicyclo[3.1.0]Hexane